OCCN(CCCCCCCCCCCC\C=C/CCCCCCCC)CCO bis(2-hydroxyethyl)erucylamine